FC1=C(C=O)C(=CC=C1)C(=O)N1[C@@H](CCCC1)COC1=C(C(=CC=C1)O)C=O 2-fluoro-6-[(2S)-2-[(2-formyl-3-hydroxyphenoxy)methyl]piperidine-1-carbonyl]benzaldehyde